CN1C(C=CC(=C1)N1C(C2=C(C=C1)C(=CN2)C2=NC(=NC=C2C(F)(F)F)N[C@@H]2CNCCC2)=O)=O 1-methyl-5-[7-oxo-3-(2-{[(3S)-piperidin-3-yl]amino}-5-(trifluoromethyl)pyrimidin-4-yl)-1H,6H,7H-pyrrolo[2,3-c]pyridin-6-yl]-1,2-dihydropyridin-2-one